FC(C(=O)O)(F)F.NCC(CC=1N(C(NN1)=O)CC=1SC(=CC1)C1=CC=C(C=C1)S(=O)(=O)C)=C(F)F [2-(aminomethyl)-3,3-difluoro-allyl]-4-[[5-(4-methylsulfonylphenyl)-2-thienyl]methyl]-1,2,4-triazol-3-one trifluoroacetate salt